(3R)-2'-[6-amino-5-(trifluoromethyl)pyridin-3-yl]-N-[(1S)-1-(pyridin-4-yl)ethyl]-5',6'-dihydrospiro[pyrrolidine-3,4'-pyrrolo[1,2-b]pyrazole]-1-carboxamide NC1=C(C=C(C=N1)C=1C=C2N(N1)CC[C@]21CN(CC1)C(=O)N[C@@H](C)C1=CC=NC=C1)C(F)(F)F